[6-(3-cyclopropyl-1,2,4-triazol-1-yl)-2-azaspiro[3.3]heptan-2-yl]-[2-[4-(trifluoromethoxy)phenyl]sulfonyl-2,6-diazaspiro[3.3]heptan-6-yl]methanone C1(CC1)C1=NN(C=N1)C1CC2(CN(C2)C(=O)N2CC3(CN(C3)S(=O)(=O)C3=CC=C(C=C3)OC(F)(F)F)C2)C1